The molecule is a cinnamate ester obtained by formal condensation of the carboxy group of ferulic acid with one of the hydroxy groups of tartaric acid. It is an aromatic ether, a cinnamate ester, a dicarboxylic acid, a member of phenols and a tetraric acid derivative. It derives from a 2,3-dihydroxybutanedioic acid. COC1=C(C=CC(=C1)C=CC(=O)OC(C(C(=O)O)O)C(=O)O)O